Cl.C(#N)C1=C(C=C(C=C1)C#N)C=1C=C2C(=NNC2=CC1)NC(=O)[C@H]1CNCCC1 (3R)-N-[5-(2,5-dicyanophenyl)-1H-indazol-3-yl]piperidine-3-carboxamide hydrochloride